ClC1=C(C(=O)N(C)C2CC2)C=C(C=N1)C=1C=NN(C1)C1=C(C=C(C=C1Cl)C(C(F)(F)F)(C(F)(F)F)F)Cl 2-chloro-N-cyclopropyl-5-(1-{2,6-dichloro-4-[1,2,2,2-tetrafluoro-1-(trifluoromethyl)ethyl]phenyl}-1H-pyrazol-4-yl)-N-methylnicotinamide